5-bromo-N-tert-butyl-2-iodo-naphthalene-1-carboxamide BrC1=C2C=CC(=C(C2=CC=C1)C(=O)NC(C)(C)C)I